C(C)[C@@H]1N(C[C@H](N(C1)C(C)C1=CC=C2C(=N1)SC(=N2)C)CC)C=2C=1C(N(C(N2)=O)C)=CN(N1)C1OCCCC1 7-((2S,5R)-2,5-diethyl-4-(1-(2-methylthiazolo[5,4-b]pyridin-5-yl)ethyl)piperazin-1-yl)-4-methyl-2-(tetrahydro-2H-pyran-2-yl)-2,4-dihydro-5H-pyrazolo[4,3-d]pyrimidin-5-one